N-iso-propylmethylamine C(C)(C)NC